4-bromo-2-ethyl-6-fluoro-N-{8-fluoro-2-methylimidazo[1,2-a]pyridin-6-yl}indazole-7-carboxamide BrC=1C2=CN(N=C2C(=C(C1)F)C(=O)NC=1C=C(C=2N(C1)C=C(N2)C)F)CC